COC1=CC=C(C=C1)C#CC=1C(=CC2=C(OCO2)C1)C#N 6-((4-Methoxyphenyl)ethynyl)benzo[d][1,3]dioxole-5-carbonitrile